C(C)OC(=O)NC=1C=CC(=NC1)C=1N=NN(C1NC(O[C@H](C)C=1C(=NC=CC1)Cl)=O)C (R)-1-(2-chloropyridin-3-yl)ethyl (4-(5-((ethoxycarbonyl)amino)pyridin-2-yl)-1-methyl-1H-1,2,3-triazol-5-yl)carbamate